2-(4-methyl-4-vinylcyclohexyl)isoindoline-1,3-dione CC1(CCC(CC1)N1C(C2=CC=CC=C2C1=O)=O)C=C